NC1=C2C(=NC=N1)N(N=C2C2=NOC(=C2C2=NC=C(C=N2)C2CCN(CC2)C(=O)OC2CCC(CC2)CCO)C2CC2)C(C)C (1r,4r)-4-(2-hydroxyethyl)cyclohexyl 4-(2-(3-(4-amino-1-isopropyl-1H-pyrazolo[3,4-d]pyrimidin-3-yl)-5-cyclopropylisoxazol-4-yl)pyrimidin-5-yl)piperidine-1-carboxylate